N=1C=CN2C1N=CC(=C2)C2=CNC1=NC=C(C=C12)C(=O)NC1CCN(CC1)C 3-(imidazo[1,2-a]pyrimidin-6-yl)-N-(1-methylpiperidin-4-yl)-1H-pyrrolo[2,3-b]pyridine-5-carboxamide